CSC1=NC=C(C(=N1)C=1C=C2C(NCC2=CC1)=O)C#N 2-(methylthio)-4-(3-oxoisoindolin-5-yl)pyrimidine-5-carbonitrile